1-({[(1R)-1-(4-chlorophenyl)-2-[(5-chloropyridin-2-yl)methyl]-7-fluoro-5-(2-hydroxypropan-2-yl)-3-oxo-2,3-dihydro-1H-isoindol-1-yl]oxy}methyl)cyclopropane-1-carbonitrile ClC1=CC=C(C=C1)[C@@]1(N(C(C2=CC(=CC(=C12)F)C(C)(C)O)=O)CC1=NC=C(C=C1)Cl)OCC1(CC1)C#N